C(=CCCC)N penteneamine